2H-pyrazino[2,1-c][1,2,4]triazine-1(6H)-carboxamide N1(NC=CN2C1=CN=CC2)C(=O)N